C(OCCC1=C(C(N(C12CCN(CC2)OC)C)=O)C2=C(C=C(C=C2C)Cl)C)([O-])=O [3-(4-chloro-2,6-dimethyl-phenyl)-8-methoxy-1-methyl-2-oxo-1,8-diazaspiro[4.5]dec-3-en-4-yl]ethyl carbonate